The molecule is a glycoside that consists of an alpha-D-mannose residue and three N-formyl-alpha-D-perosamine residues linked sequentially (1->2), (1->3) and (1->2) and linked at the reducing end glycosidically to a 5-(methoxycarbonyl)pentyl group. It is a methyl ester, a glycoside and a tetrasaccharide derivative. C[C@@H]1[C@H]([C@@H]([C@@H]([C@H](O1)OCCCCCC(=O)OC)O[C@@H]2[C@H]([C@H]([C@@H]([C@H](O2)C)NC=O)O[C@@H]3[C@H]([C@H]([C@@H]([C@H](O3)C)NC=O)O)O[C@@H]4[C@H]([C@H]([C@@H]([C@H](O4)CO)O)O)O)O)O)NC=O